C1OCC(N2C1=COC=C2)=O 1H-[1,4]oxazino[3,4-c][1,4]oxazin-4(3H)-one